C(C)S(=O)(=O)C1=CC=C(C=C1)CC(=O)N 2-(4-(ethylsulfonyl)phenyl)acetamide